3-chloro-6,7,8,9-tetrahydro-5H-pyrido[3',4':4,5]pyrrolo[2,3-c]pyridazin-5-one ClC1=CC2=C(N=N1)NC1=C2C(NCC1)=O